N-boc-bis-chloroethylamine C(=O)(OC(C)(C)C)N(CCCl)CCCl